4-bromo-2-methylnaphthalen-1-amine BrC1=CC(=C(C2=CC=CC=C12)N)C